ClC(=C(C)C)N(C)C 1-chloro-N,N,2-trimethylpropenamine